(((((2R,3S,5R)-5-(6-chloro-4-((2-chlorobenzyl)amino)-1H-pyrazolo[3,4-d]pyrimidin-1-yl)-3-hydroxytetrahydrofuran-2-yl)methoxy)(hydroxy)phosphoryl)methyl)phosphonic acid ClC1=NC(=C2C(=N1)N(N=C2)[C@H]2C[C@@H]([C@H](O2)COP(=O)(O)CP(O)(O)=O)O)NCC2=C(C=CC=C2)Cl